trans-4-(2-Hydroxyacetamido)-N-(3-(1-isopropyl-1H-pyrazol-4-yl)phenyl)-N-((trans-4-(4-methoxy-3-methylphenyl)cyclohexyl)methyl)cyclohexanecarboxamide OCC(=O)N[C@@H]1CC[C@H](CC1)C(=O)N(C[C@@H]1CC[C@H](CC1)C1=CC(=C(C=C1)OC)C)C1=CC(=CC=C1)C=1C=NN(C1)C(C)C